OCC=1C=CC=2N(C1)C=C(N2)CN2C(C1=CN=CC=C1C=C2)=O 2-[[6-(hydroxymethyl)imidazo[1,2-a]pyridin-2-yl]methyl]-2,7-naphthyridin-1-one